4,6(1H,5H)Pyrimidinedion N1C=NC(CC1=O)=O